(4-((4-((2-cyclopropyl-4-phenylthiazol-5-yl)oxy)pyridin-2-yl)amino)phenyl)methanesulfonamide C1(CC1)C=1SC(=C(N1)C1=CC=CC=C1)OC1=CC(=NC=C1)NC1=CC=C(C=C1)CS(=O)(=O)N